2,3-dibromoprop-2-en-1-yl bromoacetate BrCC(=O)OCC(=CBr)Br